2,9-Decanedione CC(CCCCCCC(C)=O)=O